5-bromo-1-(isopropylamino)-3-methyl-6-oxo-1,6-dihydropyridine-2-carboxylic acid BrC1=CC(=C(N(C1=O)NC(C)C)C(=O)O)C